FC(S(=O)(=O)N1CN(C=C1)CC)F 1-difluoromethylsulfonyl-3-ethylimidazole